NC=1C(=CC2=C(OCC(N2CCOC)=O)C1)C(=O)OC methyl 7-amino-4-(2-methoxyethyl)-3-oxo-3,4-dihydro-2H-benzo[b][1,4]oxazine-6-carboxylate